[O-]S(=O)(=O)C(F)(F)F.C1=CCCC=CCC1.C1=CCCC=CCC1.[Rh+] rhodium (I) bis(1,5-cyclooctadiene) triflate